NC1(CC(C1)(C)O)C1=C(C=C(C=N1)C=1C=CC2=C(C1)N1[C@H]3C4=C(C(N([C@@H](C1=N2)C3)C)=O)C=CC=C4OC(F)F)F (7R,14R)-11-[6-(cis-1-amino-3-hydroxy-3-methylcyclobutyl)-5-fluoropyridin-3-yl]-1-(difluoromethoxy)-6-methyl-6,7-dihydro-7,14-methanobenzimidazo[1,2-b][2,5]benzodiazocine-5(14H)-one